(5R,8S)-N-(3-chloro-4-(trifluoromethyl)phenyl)-6,7,8,9-tetrahydro-5H-5,8-epiminocyclohepta[d]pyrimidine-10-carboxamide ClC=1C=C(C=CC1C(F)(F)F)NC(=O)N1[C@@H]2CC[C@H]1CC=1N=CN=CC12